F[C@H]1[C@]2(CC[C@@](C[C@@H]1N(C1=CC=C(N=N1)C1=C(C=C(C=C1)N1C=NC=C1)O)C)(N2C)C)C 2-(6-(((1R,2R,3S,5S)-2-fluoro-1,5,8-trimethyl-8-azabicyclo[3.2.1]octan-3-yl)(methyl)amino)pyridazin-3-yl)-5-(1H-imidazol-1-yl)phenol